2-(3-(hydroxymethyl)-1-(1-(cis-4-isopropylcyclohexyl) piperidin-4-yl)-1H-indol-2-yl)ethyl pivalate C(C(C)(C)C)(=O)OCCC=1N(C2=CC=CC=C2C1CO)C1CCN(CC1)[C@@H]1CC[C@@H](CC1)C(C)C